C1[C@H]([C@@H]([C@@H](C[C@]1(C(=O)O)O)OC(=O)/C=C/C2=CC(=C(C=C2)O)O)OC(=O)/C=C/C3=CC(=C(C=C3)O)O)O 4,5-Dicaffeoylquinic acid